N-phenylnaphthalene-1-amine C1(=CC=CC=C1)NC1=CC=CC2=CC=CC=C12